N1(N=CC=C1)C[C@]12C[C@H](N([C@@H]2C1)C(=O)OC(C)(C)C)C(=O)OCC 2-(tert-Butyl) 3-ethyl (1R,3S,5R)-5-((1H-pyrazol-1-yl)methyl)-2-azabicyclo[3.1.0]hexane-2,3-dicarboxylate